benzyl 8-(5-(cyclopentylcarbamoyl)-4,5,6,7-tetrahydrothiazolo[5,4-c]pyridin-2-yl)-3,8-diazabicyclo[3.2.1]octane-3-carboxylate C1(CCCC1)NC(=O)N1CC2=C(CC1)N=C(S2)N2C1CN(CC2CC1)C(=O)OCC1=CC=CC=C1